(CIS)-2-((((CIS)-4-phenylcyclohexyl)oxy)methyl)-3-(1-((2-(trimethylsilyl)ethoxy)methyl)-1H-1,2,4-triazol-3-yl)piperidine C1(=CC=CC=C1)[C@H]1CC[C@H](CC1)OC[C@@H]1NCCC[C@@H]1C1=NN(C=N1)COCC[Si](C)(C)C